(S)-6-amino-2-(1-amino-1,3-dihydrospiro[inden-2,4'-piperidin]-1'-yl)-3-methyl-5-((2-methylpyridin-3-yl)thio)pyrimidin-4(3H)-one NC1=C(C(N(C(=N1)N1CCC2(CC1)[C@@H](C1=CC=CC=C1C2)N)C)=O)SC=2C(=NC=CC2)C